ClC1=NN(C(C2=CC=CC=C12)=O)C 4-Chloro-2-methylphthalazin-1(2H)-one